5-isopropyl-2-methylcyclohexyl (1-oxo-1-(2-thioxothiazolidin-3-yl) dodecane-5-yl) carbonate C(OC1C(CCC(C1)C(C)C)C)(OC(CCCC(N1C(SCC1)=S)=O)CCCCCCC)=O